2-[1-methyl-2-[(2-sulfoethyl)sulfanyl]-guanidino]acetic acid CN(C(=NSCCS(=O)(=O)O)N)CC(=O)O